OC1=C(C(CC(C1)CSC1C(C1)C)=O)CC(C)C 3-hydroxy-2-isobutyl-5-(2-methyl-cyclopropylsulfanylmethyl)-cyclohex-2-enone